OC(CCCCCCCCCCCCCCCCC(=O)O)C 18-hydroxynonadecanoic acid